N(=[N+]=[N-])C1C(C)O1 epoxyazidopropane